N1=CC=C(C=C1)C1=CC2=C(N=C(S2)NC2=NC=CC(=C2)CN2CC(CC2)O)C=C1 1-((2-((6-(pyridin-4-yl)-benzo[d]thiazol-2-yl)-amino)pyridin-4-yl)-methyl)pyrrolidin-3-ol